5,6-dicarboxylbicyclo[2.2.1]Hept-2-enoic anhydride C(=O)(O)C1C2C=CC(C1C(=O)O)(C2)C(=O)OC(=O)C21C=CC(C(C2C(=O)O)C(=O)O)C1